maleic anhydride, itaconic acid salt C(C(=C)CC(=O)O)(=O)O.C1(\C=C/C(=O)O1)=O